3-methylpentylene terephthalate C1(C2=CC=C(C(=O)OCCC(CCO1)C)C=C2)=O